O.O1C(=CC(=O)C=2C(O)=CC(O)=CC12)C1=CC(O)=C(O)C=C1 Luteolin Hydrate